(E)-N-(5-chloro-2-methylpyridin-3-yl)-3-(3-ethynyl-1H-pyrazolo[3,4-b]pyridin-6-yl)acrylamide ClC=1C=C(C(=NC1)C)NC(\C=C\C1=CC=C2C(=N1)NN=C2C#C)=O